FC=1C=C(C(=C(C1)C=1C2=C(N=CN1)NC(=C2)C2=CC=C(CN(CCCNC(OC(C)(C)C)=O)C)C=C2)C)NC(C2=C(C=C(C=C2)C(C)(C)O)F)=O tert-butyl (3-((4-(4-(5-fluoro-3-(2-fluoro-4-(2-hydroxypropan-2-yl)benzamido)-2-methylphenyl)-7H-pyrrolo[2,3-d]pyrimidin-6-yl)benzyl)(methyl)amino)propyl)carbamate